2-methyl-1-tridecanal CC(C=O)CCCCCCCCCCC